C(#C)C1=CC=C(C(=O)NC2(CC2)CC2CCC(CC2)C2=CC=NC3=CC=C(C=C23)F)C=C1 4-ethynyl-N-(1-(((1s,4s)-4-(6-fluoroquinolin-4-yl)cyclohexyl)methyl)cyclopropyl)benzamide